N1B=C(C=C1)N [1,2]azaborol-3-amine